C(C1=CC=CC=C1)C1N(C(OC1)=O)C([C@@H](CC=C)C1CC1)=O 4-benzyl-3-((S)-2-cyclopropylpent-4-enoyl)oxazolidin-2-one